CC=1C=2N(CCN1)C(=NC2)C2=NC(=NS2)C 8-Methyl-3-(3-methyl-1,2,4-thiadiazol-5-yl)-5,6-dihydroimidazo[1,5-a]pyrazine